O=C[C@@H](O)[C@@H](O)[C@H](O)[C@H](O)C(=O)O.C[Si](O)(O)O methylsilanetriol mannuronate